4-methyl-5-[3-methyl-7-[[6-(1,4-oxazepan-4-yl)pyridazin-3-yl]amino]imidazo[4,5-b]pyridin-5-yl]oxypyridine-2-carbonitrile CC1=CC(=NC=C1OC1=CC(=C2C(=N1)N(C=N2)C)NC=2N=NC(=CC2)N2CCOCCC2)C#N